BrC1=C(C=C2C(=NC(N(C2=C1)CC1=CC=C(C=C1)OC)=O)C(F)(F)F)Cl 7-bromo-6-chloro-1-(4-methoxybenzyl)-4-(trifluoromethyl)quinazolin-2(1H)-one